2-((4-(2,7-diazaspiro[3.5]nonan-7-yl)pyrimidin-5-yl)amino)-5-fluoro-N,N-diisopropylbenzamide bis-TFA salt OC(=O)C(F)(F)F.OC(=O)C(F)(F)F.C1NCC12CCN(CC2)C2=NC=NC=C2NC2=C(C(=O)N(C(C)C)C(C)C)C=C(C=C2)F